ClC=1C=CC2=C([C@](C(CCN2C(=O)C=2C=CC(=NC2)NC(C2=C(C=CC=C2)C(F)(F)F)=O)(F)F)(CO)O)C1 N-{5-[(5R)-7-chloro-4,4-difluoro-5-hydroxy-5-(hydroxymethyl)-2,3,4,5-tetrahydro-1H-1-benzazepin-1-carbonyl]pyridin-2-yl}-2-(trifluoromethyl)benzamide